The molecule is the (pharmacologically active) (S)-(+)-enantiomer of brompheniramine. A histamine H1 receptor antagonist, it is used (commonly as its maleate salt) for the symptomatic relief of allergic conditions, including rhinitis and conjunctivitis. It has a role as a H1-receptor antagonist and an anti-allergic agent. CN(C)CC[C@@H](C1=CC=C(C=C1)Br)C2=CC=CC=N2